C(C1=CC=CC=C1)ONC(=O)C12CN(CC(CC1)N2S(=O)(=O)C2=CC(=C(C(=C2)F)OC2=CC=C(C=C2)Cl)F)C(C2=CC=NC=C2)=O N-(benzyloxy)-8-((4-(4-chlorophenoxy)-3,5-difluorophenyl)sulfonyl)-3-isonicotinoyl-3,8-diazabicyclo[3.2.1]octane-1-carboxamide